N-methoxymethyl-N-methylformamide COCN(C=O)C